ClC=1C(=NC(=NC1)NC1=C(C=C(C=C1)N1C(CC(CC1)N(C)C)=O)F)C1=C2OC[C@@H](N3C(=NC(C(=C1)F)=C32)C(C)(C)O)C 1-(4-((5-chloro-4-((S)-8-fluoro-2-(2-hydroxypropan-2-yl)-3-methyl-3,4-dihydro-5-oxa-1,2a-diazaacenaphthylene-6-yl)pyrimidin-2-yl)amino)-3-fluorophenyl)-4-(dimethylamino)piperidin-2-one